n-Hexyl-Trimethyl-Ammonium Bromide [Br-].C(CCCCC)[N+](C)(C)C